CS(=O)(=O)[O-].C(CC)[N+]1(CCCCC1)CCC 1,1-dipropyl-piperidinium methanesulfonate